FC(OC1=CC=C(C=C1)C1(CCC(CC1)(F)F)O)F 1-[4-(Difluoromethoxy)phenyl]-4,4-difluorocyclohexanol